C(C)(C)(C)OC(=O)N[C@@H]1CC[C@H](CC1)[C@@]1(OC2=C(O1)C(=CC(=C2C)C(=O)O)Cl)C (2R)-2-{trans-4-[(tert-Butoxycarbonyl)amino]cyclohexyl}-7-chloro-2,4-dimethyl-1,3-benzodioxole-5-carboxylic acid